2-amino-5-oxo-6-(4-(piperazine-1-carbonyl)benzyl)-5,6-dihydropyridin-4,3-d NC1=NC(C(C(=C1[2H])[2H])=O)CC1=CC=C(C=C1)C(=O)N1CCNCC1